COC=CC=1C=C(C=CC1C)CC(=O)O [3-(2-methoxyethenyl)-4-methylphenyl]acetic acid